ClC1=C(C=C(C=C1)N1C[C@H](CC1)OCCO)F (S)-2-((1-(4-chloro-3-fluorophenyl)pyrrolidin-3-yl)oxy)ethan-1-ol